({3-Hydroxy-5-[3-(pyrrolidine-1-carbonyl)-phenyl]-pyridine-2-carbonyl}-amino)-acetic acid methyl ester COC(CNC(=O)C1=NC=C(C=C1O)C1=CC(=CC=C1)C(=O)N1CCCC1)=O